epoxycyclohexylcarboxylic acid C12(C(CCCC1)O2)C(=O)O